tert-butyl N-[3-methyl-1-(2,2,2-trifluoroethyl)pyrazol-4-yl]carbamate CC1=NN(C=C1NC(OC(C)(C)C)=O)CC(F)(F)F